C(#C)C=1C=C(C=CC1)NC1=NC=NC2=CC(=C(C=C12)OCCOC)OCCOC 4-[(3-ethynyl-phenyl)amino]-6,7-bis-(2-methoxy-ethoxy)-quinazoline